C1=C(C=CC2=CC=CC=C12)C1=C2C=CC=CC2=C(C2=CC=CC=C12)C=1C=C(C=CC1)C1=NC2=C(N1C1=CC=CC=C1)C=CC=C2 2-(3-(10-(naphthalen-2-yl)anthracen-9-yl)phenyl)-1-phenyl-1H-benzo[d]imidazole